O=C(CP(OC)(OC)=O)CCCCCCCC Dimethyl 2-oxodecylphosphonate